O\N=C/1\C(C2=CC(=CC=C2C1)C1=CC=C(C=C1)C=1N=NNN1)=O (2E)-2-(hydroxyimino)-6-[4-(2H-1,2,3,4-tetrazol-5-yl)phenyl]-2,3-dihydro-1H-inden-1-one